FC1=C(C=C(C=C1)OC(F)(F)F)C(C)C1=NC(=C(C(=O)NC)C=C1)C 1-(2-fluoro-5-(trifluoromethoxy)phenyl)ethyl-N,2-dimethylnicotinamide